tert-butyl 4-(1-((1-methyl-1H-pyrrolo[2,3-b]pyridin-3-yl)carbamoyl)-2,3-dihydro-1H-pyrrolo[2,3-b]pyridin-4-yl)piperazine-1-carboxylate CN1C=C(C=2C1=NC=CC2)NC(=O)N2CCC=1C2=NC=CC1N1CCN(CC1)C(=O)OC(C)(C)C